cyclopropyl-(4-(methylamino)phenyl)methanone C1(CC1)C(=O)C1=CC=C(C=C1)NC